3-(5-(7H-pyrrolo[2,3-d]pyrimidin-4-yl)pyridin-2-yl)-6-(2,5-difluorobenzyl)-3,6-diazabicyclo[3.1.1]heptane N1=CN=C(C2=C1NC=C2)C=2C=CC(=NC2)N2CC1N(C(C2)C1)CC1=C(C=CC(=C1)F)F